(S)-(4-(7-(difluoromethyl)pyrazolo[1,5-a]pyridin-2-yl)-6,7-dihydro-1H-imidazo[4,5-c]pyridin-5(4H)-yl)(5-(5-methoxypyridin-2-yl)-1,3,4-oxadiazol-2-yl)methanone FC(C1=CC=CC=2N1N=C(C2)[C@H]2N(CCC1=C2N=CN1)C(=O)C=1OC(=NN1)C1=NC=C(C=C1)OC)F